C[C@@H]1CC[C@H](C(C1)=O)C(C)C (2S,5R)-5-methyl-2-propan-2-ylcyclohexan-1-one